NC1=NC=CC(=C1Cl)SC1=CN=C(N=N1)N1[C@H]2CC(C[C@@H]1CC2)NC(OC(C)(C)C)=O tert-butyl ((1R,3s,5S)-8-(6-((2-amino-3-chloropyridin-4-yl)thio)-1,2,4-triazin-3-yl)-8-azabicyclo[3.2.1]octan-3-yl)carbamate